[4-(3,5-dimethylisoxazol-4-yl)sulfonylmorpholin-2-yl]benzothiophene-2-carboxamide CC1=NOC(=C1S(=O)(=O)N1CC(OCC1)C1=C(SC2=C1C=CC=C2)C(=O)N)C